methyl 2-[5-[3-[(1S)-2-amino-1-methyl-ethoxy]propyl]-1-methyl-pyrazol-4-yl]-6-methyl-pyridine-4-carboxylate NC[C@@H](OCCCC1=C(C=NN1C)C1=NC(=CC(=C1)C(=O)OC)C)C